2-(2-methylpyrazol-3-yl)ethanol CN1N=CC=C1CCO